C1(CCCC1)CC(=O)NC1=C(C=C(C=C1C)N1CCOCC1)C 2-Cyclopentyl-N-(2,6-dimethyl-4-morpholin-4-yl-phenyl)-acetamide